(R)-3-(5-(3-(((3,3-difluorocyclobutyl)methyl)amino)piperidin-1-yl)pyridin-2-yl)-N-(4-oxo-4H-pyrido[1,2-a]pyrimidin-2-yl)oxetane-3-carboxamide FC1(CC(C1)CN[C@H]1CN(CCC1)C=1C=CC(=NC1)C1(COC1)C(=O)NC=1N=C2N(C(C1)=O)C=CC=C2)F